C1(CCCCC1)C1=CC=C(C=C1)C1=CC=C(C=C1)N(C1=CC=2C(C3=CC=CC=C3C2C=C1)(C)C)C1=CC=C(C=C1)C1CCCCC1 N-[(4'-cyclohexyl)biphenyl-4-yl]-N-(4-cyclohexylphenyl)-9,9-dimethyl-9H-fluoren-2-amine